C1(=CC=C(C=C1)CN1C=CC2=CC(=CC(=C12)C(=O)NCC1=CC=C(C(=O)O)C=C1)C1=CC=CC=C1)C1=CC=CC=C1 4-((1-([1,1'-biphenyl]-4-ylmethyl)-5-phenyl-1H-indole-7-carboxamido)methyl)benzoic acid